3-(2-(3,4-Dimethoxyphenyl)-[1,2,4]triazolo[1,5-a]pyridin-6-yl)-8-azabicyclo[3.2.1]octane-8-carboxylic acid tert-butyl ester C(C)(C)(C)OC(=O)N1C2CC(CC1CC2)C=2C=CC=1N(C2)N=C(N1)C1=CC(=C(C=C1)OC)OC